6-(3-(4-(1-(4,4-difluoropiperidin-1-yl)ethyl)phenyl)-4-isopropyl-1H-pyrazol-5-yl)-8-methyl-[1,2,4]triazolo[1,5-a]pyridine FC1(CCN(CC1)C(C)C1=CC=C(C=C1)C1=NNC(=C1C(C)C)C=1C=C(C=2N(C1)N=CN2)C)F